C(C)(C)(C)OC(=O)N[C@H](C(=O)OC)C[C@H]1C(NCC1)=O methyl (2S)-2-(tert-butoxycarbonylamino)-3-[(3S)-2-oxopyrrolidin-3-yl]propanoate